N-(3-(hydroxymethyl)-2-oxopyrrolidin-3-yl)-2-methyl-6-(phenylsulfonyl)indolizine-3-carboxamide OCC1(C(NCC1)=O)NC(=O)C1=C(C=C2C=CC(=CN12)S(=O)(=O)C1=CC=CC=C1)C